(R)-5-(1-ethyl-1H-benzo[d][1,2,3]triazol-6-yl)-N-(1,1,1-trifluoropropan-2-yl)-7H-pyrrolo[2,3-d]pyrimidin-2-amine C(C)N1N=NC2=C1C=C(C=C2)C2=CNC=1N=C(N=CC12)N[C@@H](C(F)(F)F)C